CN1N=C(C(=C1)C1=NC=CC(=N1)NC1=NC=C2C(=CN=C(C2=C1)C(C)C)N1[C@@H]([C@H](C1)N(S(=O)(=O)C)C)C)C N-((2R,3S)-1-(7-((2-(1,3-dimethyl-1H-pyrazol-4-yl)pyrimidin-4-yl)amino)-1-isopropyl-2,6-diazanaphthalen-4-yl)-2-methylazetidin-3-yl)-N-methyl-methanesulfonamide